3-amino-5-(4-methoxy-benzylsulfonyl)-pyridine-2-carboxylic acid NC=1C(=NC=C(C1)S(=O)(=O)CC1=CC=C(C=C1)OC)C(=O)O